4-(pyridin-4-ylmethoxy)but-2-yn-1-amine xylenesulfonate C1(C(C=CC=C1)C)(C)S(=O)(=O)O.N1=CC=C(C=C1)COCC#CCN